FC(OC1=CC=C(C=C1)N1C=C(CC1)CO)(F)F (R)-1-(4-trifluoromethoxyphenyl)pyrroline-3-methanol